tris(morpholinyl)sulfonium chloride salt [Cl-].N1(CCOCC1)[S+](N1CCOCC1)N1CCOCC1